1-(7-(4-amino-3-(3-fluoro-4-((4-methylpyrimidin-2-yl)oxy)phenyl)-7-(1-methyl-1H-pyrazol-4-yl)thieno[3,2-c]pyridin-2-yl)-2-azaspiro[3.5]non-6-en-2-yl)-2-methylprop-2-en-1-one NC1=NC=C(C2=C1C(=C(S2)C2=CCC1(CN(C1)C(C(=C)C)=O)CC2)C2=CC(=C(C=C2)OC2=NC=CC(=N2)C)F)C=2C=NN(C2)C